(3S)-3-[(3-methoxy-5-quinolyl)amino]Pyrrolidine COC=1C=NC2=CC=CC(=C2C1)N[C@@H]1CNCC1